piperidine-1-formamidine N1(CCCCC1)C(=N)N